FC1=C(C=C(C=C1)NC1=C2C=C(NC2=CC(=C1)F)C(=O)OCC)Cl Ethyl 4-((4-fluoro-3-chlorophenyl) amino)-6-fluoro-1H-indole-2-carboxylate